COC(=O)C1=C(SC2=C1C=CC(=C2)O)N(CC2=CC=CC1=CC=CC=C21)C(C)=O 2-[acetyl-(1-naphthylmethyl)amino]-6-hydroxy-1-benzothiophene-3-carboxylic acid methyl ester